C(#N)C1=CCC2CCC1C2 4-cyanobicyclo[3.2.1]-3-octene